N-(4-(1-methyl-1H-pyrazol-3-yl)-2-phenyl-5,6,7,8-tetrahydroquinazolin-6-yl)methanesulfonamide CN1N=C(C=C1)C1=NC(=NC=2CCC(CC12)NS(=O)(=O)C)C1=CC=CC=C1